((2-(1-(3-(2,4-dioxotetrahydropyrimidin-1(2H)-yl)-4-methoxybenzoyl)piperidin-4-yl)ethyl)(methyl)amino)methanol O=C1N(CCC(N1)=O)C=1C=C(C(=O)N2CCC(CC2)CCN(C)CO)C=CC1OC